iodo-5-(trifluoromethyl)pyrimidine IC1=NC=C(C=N1)C(F)(F)F